3-(4-((cyclopropylmethyl)((1r,4r)-4-(oxetan-3-ylamino)cyclohexyl)amino)-1-oxoisoindolin-2-yl)piperidine-2,6-dione C1(CC1)CN(C1=C2CN(C(C2=CC=C1)=O)C1C(NC(CC1)=O)=O)C1CCC(CC1)NC1COC1